CC1=C(C=CC(=C1)C1=NC2=CC=C(C=C2C=N1)C(F)(F)F)N1CCOC2=C(C1=O)N=CN=C2 8-(2-methyl-4-(6-(trifluoromethyl)quinazolin-2-yl)phenyl)-7,8-dihydropyrimido[4,5-f][1,4]oxazepin-9(6H)-one